ClC=1C(=NC(=NC1)NC=1C=CC(=C(C1)NC(C)=O)N1C[C@@H](CC1)N(C)C)C1=CN(C2=C(C=CC=C12)OC)C (R)-N-(5-(5-chloro-4-(7-methoxy-1-methyl-1H-indol-3-yl)pyrimidin-2-ylamino)-2-(3-(dimethylamino)pyrrolidin-1-yl)phenyl)acetamide